(2-methyl-1,3-propanediol) terephthalate C(C1=CC=C(C(=O)O)C=C1)(=O)O.CC(CO)CO